N-(4-hydroxy-2,7-dimethylindazol-5-yl)-2-methyl-4-(piperazin-1-yl)indazole-7-carboxamide OC=1C2=CN(N=C2C(=CC1NC(=O)C1=CC=C(C2=CN(N=C12)C)N1CCNCC1)C)C